N-[(3-Fluorophenyl)-methyl]-1-(2-methoxy-propyl)-4-methyl-2-oxo-7-(trifluoromethyl)-1H-quinoline-3-carboxylic acid amide FC=1C=C(C=CC1)CNC(=O)C=1C(N(C2=CC(=CC=C2C1C)C(F)(F)F)CC(C)OC)=O